[C@H]12CC(C[C@H](CC1)N2)C2=CC=C(C=C2)NC=2N=CC1=C(N2)N(C(=C1F)C1CC1)C1=CC=CC(=N1)N=S(=O)(C)C (6-(2-((4-((1R,5S)-8-azabicyclo[3.2.1]octan-3-yl)phenyl)amino)-6-cyclopropyl-5-fluoro-7H-pyrrolo[2,3-d]pyrimidin-7-yl)pyridin-2-yl)iminodimethyl-λ6-sulfanone